ClC=1C=C(C=CC1F)NC(N(CC=1C2=C(NN1)CCC2)C2=CN(C(C=C2)=O)C)=O 3-(3-chloro-4-fluorophenyl)-1-(1-methyl-6-oxo-1,6-dihydropyridin-3-yl)-1-((1,4,5,6-tetrahydrocyclopenta[c]pyrazol-3-yl)methyl)urea